C12(CC3CC(CC(C1)C3)C2)NC(=O)C2CN(C2)C2=CC(=C(C=C2)NC=2N=CC3=C(N2)N(C(C=C3C)=O)C3=CC(=CC=C3)NC(=O)C3CC3)OC N-((3S,5S,7S)-adamantan-1-yl)-1-(4-((8-(3-(cyclopropanecarboxamido)phenyl)-5-methyl-7-oxo-7,8-dihydropyrido[2,3-d]pyrimidin-2-yl)amino)-3-methoxyphenyl)azetidine-3-carboxamide